C1(=CC=CC=C1)NCCN N1-phenylethane-1,2-diamine